COC(=O)C1=C(N(C(C=C1)=O)C)NC1=C(C=CC=C1)F 2-((2-fluorophenyl)amino)-1-methyl-6-oxo-1,6-dihydropyridine-3-carboxylic acid methyl ester